C(CCCCCCCCCCCCC)C1=C(C=2NC3=CC=CC=C3SC2C=C1)CCCCCCCCCCCCCC ditetradecyl-phenothiazine